2-(2-formyl-6-methoxyphenoxy)butyric acid C(=O)C1=C(OC(C(=O)O)CC)C(=CC=C1)OC